2,3-Difluoro-5-(5-(4-(methyl-sulfonyl)-1,4-diazepan-1-yl)-1H-indazol-1-yl)phenol FC1=C(C=C(C=C1F)N1N=CC2=CC(=CC=C12)N1CCN(CCC1)S(=O)(=O)C)O